5-bromo-3-fluoro-2-nitro-N-(propan-2-yl)aniline BrC=1C=C(C(=C(NC(C)C)C1)[N+](=O)[O-])F